[(4S)-7-chloro-6-(2,6-difluorophenyl)-4-methyl-8-(trifluoromethyl)-4H-[1,2,4]triazolo[4,3-a][1,4]benzodiazepin-1-yl]methanol ClC1=C(C=CC2=C1C(=N[C@H](C=1N2C(=NN1)CO)C)C1=C(C=CC=C1F)F)C(F)(F)F